C(#N)C1(CC1)N(C(C1=C(C=CC(=C1)C=1C=NN(C1)C=1N(N=C(C1OC(F)F)C(C(F)(F)F)(F)F)C)C(F)(F)F)=O)CC#C N-(1-Cyanocyclopropyl)-5-[1-[4-(difluoromethoxy)-2-methyl-5-(1,1,2,2,2-pentafluoroethyl)pyrazol-3-yl]pyrazol-4-yl]-N-prop-2-ynyl-2-(trifluoromethyl)benzamid